5-methyl-10-(2,4,5,6-tetrakis(1-methyl-1H-benzo[d]imidazol-2-yl)-[1,1'-biphenyl]-3-yl)-5,10-dihydrophenazine CN1C=2C=CC=CC2N(C2=CC=CC=C12)C=1C(=C(C(=C(C1C1=NC2=C(N1C)C=CC=C2)C2=NC1=C(N2C)C=CC=C1)C1=NC2=C(N1C)C=CC=C2)C2=CC=CC=C2)C2=NC1=C(N2C)C=CC=C1